3-(3-bromophenyl)-1-(3-hydroxypropyl)-3-(4-methyl-4H-1,2,4-triazol-3-yl)cyclobutan-1-ol BrC=1C=C(C=CC1)C1(CC(C1)(O)CCCO)C1=NN=CN1C